(E)-N-(2,4-dimethoxybenzyl)-9-fluoro-7-methoxy-2-(2-(3-(1-(trifluoromethyl)cyclopropyl)imidazo[1,5-a]pyridin-7-yl)vinyl)-[1,2,4]triazolo[1,5-c]quinazolin-5-amine COC1=C(CNC2=NC=3C(=CC(=CC3C=3N2N=C(N3)\C=C\C3=CC=2N(C=C3)C(=NC2)C2(CC2)C(F)(F)F)F)OC)C=CC(=C1)OC